N1=C(C=NC2=CC=CC=C12)C=1C=NN(C1)[C@@H]1C[C@H](C1)C(=O)N trans-3-(4-(quinoxalin-2-yl)-1H-pyrazol-1-yl)cyclobutane-1-carboxamide